(2,3-dioleoyloxypropyl)trimethyl-ammonium chloride [Cl-].C(CCCCCCC\C=C/CCCCCCCC)(=O)OC(C[N+](C)(C)C)COC(CCCCCCC\C=C/CCCCCCCC)=O